(1S,3R)-1-(4-bromo-2-ethoxyphenyl)-2-((1-fluorocyclopropyl)methyl)-3,5-dimethyl-1,2,3,4-tetrahydroisoquinolin-6-amine BrC1=CC(=C(C=C1)[C@H]1N([C@@H](CC2=C(C(=CC=C12)N)C)C)CC1(CC1)F)OCC